BrCC(=O)C1=C(N(C(=C1)C#CC1COC1)C1=CC=C(C#N)C=C1)C 4-(3-(2-bromoacetyl)-2-methyl-5-(oxetan-3-ylethynyl)-1H-pyrrol-1-yl)benzonitrile